(R)-2-(3-((1-(6-amino-3-chloropyridazin-4-yl)ethyl)amino)-2,2-difluoropropyl)isoindoline-1,3-dione NC1=CC(=C(N=N1)Cl)[C@@H](C)NCC(CN1C(C2=CC=CC=C2C1=O)=O)(F)F